BrC1=C(C=C2C(=NC(=NC2=C1F)F)N1[C@@H]2C(C[C@H]1CC2)N(C(OC(C)(C)C)=O)CC(C)F)C(F)(F)F tert-butyl ((1S,4R)-7-(7-bromo-2,8-difluoro-6-(trifluoromethyl)quinazolin-4-yl)-7-azabicyclo[2.2.1]heptan-2-yl)(2-fluoropropyl)carbamate